C(#N)C1=CC=C(C=N1)N(CCC1OCC2(CN(C2)C(=O)OC(C)(C)C)CO1)CC1=CC(=C(C(=C1)F)OCC)F tert-butyl 7-(2-((6-cyanopyridin-3-yl)(3,5-difluoro-4-ethoxybenzyl)amino)ethyl)-6,8-dioxa-2-azaspiro[3.5]nonane-2-carboxylate